C(OCCCCCCCCCC)(OC1=CC=C(C=C1)[N+](=O)[O-])=O Decyl (4-nitrophenyl) carbonate